BrCC=1C(=C(C(=C(C1C)CBr)C)O)C 3,5-bis(bromomethyl)-2,4,6-trimethylphenol